O1COC2=C1C=CC(=C2)C[N+](=CCCC2=C(C=C(C=C2)CC(C)C)C)[O-] N-(benzo[d][1,3]dioxol-5-ylmethyl)-3-(4-isobutyl-2-methylphenyl)propan-1-imine oxide